NC=1N=CC2=CC=C(C=C2C1)C=1C=C2C(=NN(C2=CC1)C(C)C)COC1=C(C=CC=C1)CC(=O)O 2-(2-((5-(3-aminoisoquinolin-6-yl)-1-isopropyl-1H-indazol-3-yl)methoxy)phenyl)acetic acid